Tri-O-acetyl-D-galactal C(C)(=O)O[C@@H]1C=CO[C@@H]([C@@H]1OC(C)=O)COC(C)=O